NC=1C(NC2=C3C=CC=NC3=C(C=C2C1C1=C2C=NNC2=C(C=C1)F)N1CCCC1)=O 3-amino-4-(7-fluoro-1H-indazol-4-yl)-6-pyrrolidin-1-yl-1H-1,7-phenanthrolin-2-one